CC1=C(N(C=C1)C)C trimethyl-1H-pyrrole